4-[4-(benzyloxy)phenyl]-3,6-dihydro-2H-pyran C(C1=CC=CC=C1)OC1=CC=C(C=C1)C=1CCOCC1